CC=1C=C(C=CC1OC1=CC=CC=C1)NC(=O)NC1=CC=C(C=C1)C 1-(3-methyl-4-phenoxyphenyl)3-(4-methylphenyl)urea